Cl.FC1=CC=CC=C1 4-fluorobenzene hydrochloride